C(C)(C)(C)OC(=O)N1[C@@H](CN(CC1)C=1C2=C(N=CN1)N(C=C2I)S(=O)(=O)C2=CC=C(C)C=C2)C (R)-4-(5-iodo-7-tosyl-7H-pyrrolo[2,3-d]pyrimidin-4-yl)-2-methylpiperazine-1-carboxylic acid tert-butyl ester